tert-butyl (2-cyclobutyl-2-hydroxyethyl)carbamate C1(CCC1)C(CNC(OC(C)(C)C)=O)O